O.FC=1C=CC(=NC1)C1=NN(C=C1)C[C@@H]1OC=CCN1C(=O)C1=C(C=CC(=C1)C)N1N=CC=N1 (2S)-(2-{[3-(5-fluoropyridin-2-yl)-1H-pyrazol-1-yl]methyl}-1,3-oxazine-3-yl)[5-methyl-2-(2H-1,2,3-triazol-2-yl)phenyl]methanone hydrate